Cl.C(#N)C=1C=NN2C1C(=CC(=C2)OCC(C)(C)O)C=2C=NN(C2)C(=O)NCC=2C=NC(=CC2)OC 4-(3-cyano-6-(2-hydroxy-2-methylpropyloxy)pyrazolo[1,5-a]pyridin-4-yl)-N-((6-methoxypyridin-3-yl)methyl)-1H-pyrazole-1-carboxamide hydrochloride